C(C1=CC=CC=C1)OCN1C(N(C=CC1=O)[C@@H]1O[C@@H]([C@H]([C@H]1OC)O)CO)=O 3-((benzyloxy)methyl)-1-((2R,3R,4R,5R)-4-hydroxy-5-(hydroxymethyl)-3-methoxy-tetrahydrofuran-2-yl)pyrimidine-2,4(1H,3H)-dione